BrC=1C=NN(C1)[C@H]1C[C@@H](N(C1)C(=O)OC(C)(C)C)C tert-Butyl (2S,4S)-4-(4-bromopyrazol-1-yl)-2-methylpyrrolidine-1-carboxylate